FC=1C=C(C=CC1OC1=C2C(=NC=C1)NC(N2C(C)C)=O)NC(=O)C=2C=NN(C2C(F)(F)F)C=2C=NC=CC2 N-(3-fluoro-4-((1-isopropyl-2-oxo-2,3-dihydro-1H-imidazo[4,5-b]pyridine-7-yl)oxy)phenyl)-1-(pyridine-3-yl)-5-(trifluoromethyl)-1H-pyrazole-4-carboxamide